NC1=NC(=CC(=N1)N1[C@@H](COCCC1)C1=C(C=C(C=C1)NC(=O)C1(COC1)C)Cl)C |r| (+-)-N-(4-(4-(2-amino-6-methylpyrimidin-4-yl)-1,4-oxazepan-3-yl)-3-chlorophenyl)-3-methyloxetane-3-carboxamide